(S)-(3-(6-chloro-7-fluoro-3-(1H-imidazol-1-yl)-5-methoxy-1-methyl-1H-indol-2-yl)-1H-1,2,4-triazol-5-yl)(3-hydroxypyrrolidin-1-yl)methanone ClC1=C(C=C2C(=C(N(C2=C1F)C)C1=NNC(=N1)C(=O)N1C[C@H](CC1)O)N1C=NC=C1)OC